2-[4-(hydroxyamino)-3-(4-methanesulfonylphenyl)-4-methyl-5-oxo-4,5-dihydro-1H-pyrazol-1-yl]Ethyl acetate C(C)(=O)OCCN1N=C(C(C1=O)(C)NO)C1=CC=C(C=C1)S(=O)(=O)C